C(CC)N(CCC)C1=CC=C(C(=O)O)C=C1 4-(N,N-dipropylamino)benzoic acid